N-(azetidin-3-ylmethyl)-7-(8-ethynyl-7-fluoronaphthalen-1-yl)-8-fluoro-2-(((2R,7aS)-2-fluorotetrahydro-1H-pyrrolizin-7a(5H)-yl)methoxy)-N-methylpyrido[4,3-d]pyrimidin-4-amine N1CC(C1)CN(C=1C2=C(N=C(N1)OC[C@]13CCCN3C[C@@H](C1)F)C(=C(N=C2)C2=CC=CC1=CC=C(C(=C21)C#C)F)F)C